4-(((3R,3aR,6R,6aR)-6-methoxyhexahydrofuro[3,2-b]furan-3-yl)oxy)aniline CO[C@@H]1CO[C@H]2[C@@H]1OC[C@H]2OC2=CC=C(N)C=C2